3-[2-(cyclopentoxy)-3-pyridyl]-6-fluoro-5-piperazin-1-yl-pyrazolo[1,5-a]pyrimidine hydrochloride Cl.C1(CCCC1)OC1=NC=CC=C1C=1C=NN2C1N=C(C(=C2)F)N2CCNCC2